CC[C@]12CC[C@H]3[C@H]([C@@H]1CC[C@]2(C#C)O)CCC4=CC(=O)CC[C@H]34 The molecule is a 17beta-hydroxy steroid, a 3-oxo-Delta(4) steroid and a terminal acetylenic compound. It has a role as a contraceptive drug, a progestin, a synthetic oral contraceptive and a female contraceptive drug. It derives from a norgestrel. It is an enantiomer of a dexonorgestrel.